3-(2,6-difluoro-4-((3S,4R)-3-fluoro-4-(piperazin-1-yl)piperidin-1-yl)phenyl)piperidine-2,6-dione FC1=C(C(=CC(=C1)N1C[C@@H]([C@@H](CC1)N1CCNCC1)F)F)C1C(NC(CC1)=O)=O